4-[5-(difluoromethyl)-1,3,4-oxadiazol-2-yl]-1H-pyridin-2-one FC(C1=NN=C(O1)C1=CC(NC=C1)=O)F